tert-butyl (3S,4S)-3-fluoro-4-[[6-[6-[1-(trifluoromethyl)cyclopropyl]imidazo[1,2-a]pyrazin-3-yl]-2-pyridyl]amino]pyrrolidine-1-carboxylate F[C@H]1CN(C[C@@H]1NC1=NC(=CC=C1)C1=CN=C2N1C=C(N=C2)C2(CC2)C(F)(F)F)C(=O)OC(C)(C)C